C(C)(C)(C)[S@@](=O)N[C@H](C1=NC2=C(N1)C=CC(=C2)[C@@H](C)NC(C[C@H](C(F)(F)F)C)=O)C2CCC(CC2)(F)F |o1:22| (R*)-N-((R)-1-(2-((S)-(((R)-tert-Butylsulfinyl)amino)(4,4-difluorocyclohexyl)methyl)-1H-benzo[d]imidazol-5-yl)ethyl)-4,4,4-trifluoro-3-methylbutanamide